[Cl-].C(CCCCC)N1C=[N+](C=C1)CC 1-hexyl-3-ethylimidazolium chloride